[Li].C(#N)C1=CC=C(CN2CCN(CC2)C(=O)C2=C(C=CC=C2)C(C)=O)C=C1 1-(2-(4-(4-cyanobenzyl)piperazine-1-carbonyl)phenyl)ethanone Lithium